NC1=NC=CC(=C1Cl)OC=1C(=NC=CN1)C=1C=C2C(C3(CCNCC3)CC2=CC1)N 5-[(2-amino-3-chloropyridin-4-yl)oxylpyrazin-2-yl]-1,3-dihydrospiro[indene-2,4'-piperidin]-3-amine